(S)-1-(5-chloro-2-(2-methylpiperazin-1-yl)pyrimidin-4-yl)-N-(2-(imidazo[1,2-a]pyridin-3-yl)propan-2-yl)-N-propylazetidine-3-carboxamide ClC=1C(=NC(=NC1)N1[C@H](CNCC1)C)N1CC(C1)C(=O)N(CCC)C(C)(C)C1=CN=C2N1C=CC=C2